C12CNCC(CC1)N2C2CCN(CC2)C=2C=C1C(N(C(C1=CC2F)=O)C2C(NC(CC2)=O)=O)=O 5-[4-(3,8-diazabicyclo[3.2.1]octan-8-yl)-1-piperidyl]-2-(2,6-dioxo-3-piperidyl)-6-fluoro-isoindoline-1,3-dione